C(CC=C)N1C(C2=C(C(=C1)C1=CC3=C(N(C=N3)C)C(=C1)C(=O)N1CCOCC1)C=CN2)=O 6-but-3-enyl-4-[1-methyl-7-(morpholin-4-carbonyl)benzimidazol-5-yl]-1H-pyrrolo[2,3-c]pyridin-7-one